NC1=CC=C(C=C1)C1N(CCNC1)C 5-(4-aminophenyl)-4-methylpiperazin